O=C1NC(CCC1N1C(C2=CC=C(C=C2C1)C(=O)O)=O)=O (2,6-dioxopiperidin-3-yl)-1-oxoisoindoline-5-carboxylic acid